C(C)NC(=O)C1=CC(=NC(=C1)C=1N=NN(C1)C1=C(C(=O)O)C=CC=C1C(F)(F)F)C=1N=NN(C1)C1=C(C(=O)O)C=CC=C1C(F)(F)F 2'-((4-(ethylcarbamoyl)pyridin-2,6-diyl)bis(1H-1,2,3-triazole-4,1-diyl))bis(3-(trifluoromethyl)benzoic acid)